2-tetrahydropyran-4-yloxyethyl 4-methylbenzenesulfonate CC1=CC=C(C=C1)S(=O)(=O)OCCOC1CCOCC1